thiobis(propionamidine) S(CCC(=N)N)CCC(=N)N